C1(CC1)NC(C(C(C[C@H]1C(NCC1)=O)NC([C@H](CC(C)(C)C)NC(\C=C\C1=CC=C(C=C1)F)=O)=O)=O)=O (2S)-N-(4-(cyclopropylamino)-3,4-dioxo-1-((S)-2-oxopyrrolidin-3-yl)butan-2-yl)-2-((E)-3-(4-fluorophenyl)acrylamido)-4,4-dimethylpentanamide